CN(C1=CC(=CC(N1)=O)C(=O)OC)C methyl 6-(dimethylamino)-2-oxo-1,2-dihydropyridine-4-carboxylate